(5-(methyl((2-methyl-4-oxo-1,4-dihydroquinazolin-6-yl)methyl)amino)thiophene-2-carbonyl)-L-glutamic acid CN(C1=CC=C(S1)C(=O)N[C@@H](CCC(=O)O)C(=O)O)CC=1C=C2C(N=C(NC2=CC1)C)=O